C(C(O)CC(=O)[O-])(=O)[O-] Malate